perfluoro (2-methyl-3-oxahexanoyl) peroxide CC(C(=O)OOF)OCCC